CC1=C(C=NC=C1)B(O)O 4-Methylpyridine-3-boronic acid